O1C(=NC2=C1C=CC=C2)C2=CC=C(C=C2)NC2=CC=C(C=C2)C=2OC1=C(C2)C=CC=C1 (4-benzoxazol-2-yl-phenyl)-(4-benzofuran-2-yl-phenyl)amine